N[C@@H](CC1=CC([131I])=C(C(I)=C1)OC1=CC(I)=C(C(I)=C1)O)C(=O)O [131I]Thyroxin